3-(quinolin-5-yloxy)propan-2-ol trihydrochloride Cl.Cl.Cl.N1=CC=CC2=C(C=CC=C12)OCC(C)O